NCC(=O)N1C(C=2N(CC1)C(=C(N2)C2=CC(=CC=C2)F)NC2=CC(=C(C=C2)C(F)(F)F)Cl)(C)C 2-amino-1-(3-((3-chloro-4-(trifluoromethyl)phenyl)amino)-2-(3-fluorophenyl)-8,8-dimethyl-5,6-dihydroimidazo[1,2-a]pyrazin-7(8H)-yl)ethan-1-one